[Si](C)(C)(C(C)(C)C)O[C@H]1C[C@](N(C1)C(=O)OC(C)(C)C)(C(=O)OC)CCC1=CC=CC=C1 (2S,4S)-1-tert-butyl 2-methyl 4-((tert-butyldimethylsilyl)oxy)-2-phenethyl-pyrrolidine-1,2-dicarboxylate